(3R)-4-[2-cyclopentyl-8-(methoxycarbonyl)-6H,7H,9H-imidazo[4,5-h]isoquinolin-3-yl]-3-phenylbutanoic acid C1(CCCC1)C1=NC2=C(C=CC=3CCN(CC23)C(=O)OC)N1C[C@H](CC(=O)O)C1=CC=CC=C1